C(#N)C1=C(C2=C(CN(C[C@H]2C2=C(C(=CC=C2)F)C=2C(=NN(C2)CC)C(F)(F)F)C(CP(OCC)(OCC)=O)=O)S1)C diethyl (S)-(2-(2-cyano-4-(2-(1-ethyl-3-(trifluoromethyl)-1H-pyrazol-4-yl)-3-fluorophenyl)-3-methyl-4,7-dihydrothieno[2,3-c]pyridin-6(5H)-yl)-2-oxoethyl)-phosphonate